Ethyl 1-thio-β-D-glucopyranoside S([C@H]1[C@H](O)[C@@H](O)[C@H](O)[C@H](O1)CO)CC